2-[(3,4-dichlorophenyl)-[(5-fluoro-4-methylpyrimidin-2-yl)amino]methyl]-4-methyl-1H-imidazole-5-sulfonamide ClC=1C=C(C=CC1Cl)C(C=1NC(=C(N1)C)S(=O)(=O)N)NC1=NC=C(C(=N1)C)F